(3-(2-hydroxy-propan-2-yl)bicyclo[1.1.1]pent-1-yl)carbamic acid tert-butyl ester C(C)(C)(C)OC(NC12CC(C1)(C2)C(C)(C)O)=O